FC1=C(C=CC(=C1)[C@@H]1NC(CC1)=O)C=1N=C2SC3=C(N2C1)C=CC(=C3)C(=O)NCCCN3CCC(CC3)F (R)-2-(2-fluoro-4-(5-oxopyrrolidin-2-yl)phenyl)-N-(3-(4-fluoropiperidin-1-yl)propyl)benzo[d]imidazo[2,1-b]thiazole-7-carboxamide